(((3-methyldodec-1-en-1-yl)oxy)methyl)benzene CC(C=COCC1=CC=CC=C1)CCCCCCCCC